OCC([C@H](C[C@H]1C(NCC1)=O)NC(=O)[C@H]1N(C2CCC1CC2)C(=O)C2=CC1=C(N2)C=C(S1)C)=O (S)-N-((S)-4-Hydroxy-3-oxo-1-((S)-2-oxopyrrolidin-3-yl)butan-2-yl)-2-(2-methyl-4H-thieno[3,2-b]pyrrole-5-carbonyl)-2-azabicyclo[2.2.2]octane-3-carboxamide